Ethyl (S)-3-amino-3-(5-bromo-2-chlorophenyl)propanoate N[C@@H](CC(=O)OCC)C1=C(C=CC(=C1)Br)Cl